5-[4-(4-fluorophenyl)piperazine-1-carbonyl]-6-methyl-N-(1-methylcyclopropyl)furo[2,3-d]pyrimidin-4-amine FC1=CC=C(C=C1)N1CCN(CC1)C(=O)C1=C(OC=2N=CN=C(C21)NC2(CC2)C)C